N'-acetyl-4-amino-N'-(2,2-difluoroethyl)-1-methyl-N-[[5-(trifluoromethyl)-2-pyridyl]methyl]pyrazolo[4,3-c]quinoline-8-carbohydrazide C(C)(=O)N(N(C(=O)C1=CC=2C3=C(C(=NC2C=C1)N)C=NN3C)CC3=NC=C(C=C3)C(F)(F)F)CC(F)F